bromostyrene-maleamic acid BrC(=CC1=CC=CC=C1)/C(=C/C(=O)O)/C(=O)N